C1(CC1)C=1C=2CCN(C(C2C(=C2C1OC(O2)(C)C21CCC(CC2)(CC1)N(C)C)C)=O)CC=1C(NC(=CC1C)C)=O 9-cyclopropyl-6-((4,6-dimethyl-2-oxo-1,2-dihydropyridin-3-yl)methyl)-2-(4-(dimethylamino)bicyclo[2.2.2]oct-1-yl)-2,4-dimethyl-7,8-dihydro-[1,3]dioxolo[4,5-g]isoquinolin-5(6H)-one